C(C)C1=C(CN2C[C@H](CC2)C(=O)O)C=CC(=C1)/C(/C)=N/OCC1=C(C(=C(C=C1)C1=NC=C(N=C1)F)C)F (S,E)-1-(2-ethyl-4-(1-(((2-fluoro-4-(5-fluoropyrazin-2-yl)-3-methylbenzyl)oxy)imino)ethyl)benzyl)pyrrolidine-3-carboxylic acid